2-(4-methoxy-1H-indole-2-carbonyl)-2-azaspiro[4.4]nonane-3-carboxamide COC1=C2C=C(NC2=CC=C1)C(=O)N1CC2(CC1C(=O)N)CCCC2